6-Amino-N-phenylhexanamide NCCCCCC(=O)NC1=CC=CC=C1